[N+](=O)([O-])C1=C(N)C=CC(=C1)N1C=CC=C1 2-nitro-4-(1H-pyrrol-1-yl)aniline